O1C=C(C=C1)C=1N=C2C(=NC1)N=C(S2)NC(OC(C)(C)C)=O tert-butyl N-[6-(3-furyl)thiazolo[4,5-b]pyrazin-2-yl]carbamate